N-(4-((2-((5-cyclopropyl-1-methyl-2-oxo-1,2-dihydropyridin-3-yl)amino)thiazolo[4,5-c]pyridin-6-yl)oxy)pyridin-2-yl)acetamide C1(CC1)C=1C=C(C(N(C1)C)=O)NC=1SC2=C(C=NC(=C2)OC2=CC(=NC=C2)NC(C)=O)N1